NC(C(=O)O)(C)C.N(CCO)CCO diethanolamine 2-aminoisobutyrate